CC1(COC1)C=CC#N 3-(3-methyl-oxetan-3-yl)-acrylonitrile